ClC1=CC=C2C=CC=C(C2=C1)CNC(=O)C=1C=NN(C1)CC=1N=C2N(C=C(C=C2)C2CC2)C1 N-((7-chloronaphthalen-1-yl)methyl)-1-((6-cyclopropylimidazo[1,2-a]pyridin-2-yl)methyl)-1H-pyrazole-4-carboxamide